aluminum lithium sodium [Na].[Li].[Al]